ClC=1C=C(C=CC1F)[C@H](NC(=O)[C@@H]1CNC(O1)=O)C=1C(=NC=CC1)OC (S)-N-((S)-(3-chloro-4-fluorophenyl)(2-methoxypyridin-3-yl)methyl)-2-oxooxazolidine-5-carboxamide